(4-bromo-2-chloro-5-fluorophenyl)-6-chloropyrazolo[1,5-a]pyridine-3-sulfonamide BrC1=CC(=C(C=C1F)C1=NN2C(C=CC(=C2)Cl)=C1S(=O)(=O)N)Cl